4-(aminomethyl)-7-isobutyl-1-methyl-5,6,7,8-tetrahydro-2,7-naphthyridin-3(2H)-one hydrochloride Cl.NCC=1C(NC(=C2CN(CCC12)CC(C)C)C)=O